[Si].[Fe].[Ce].[La].C(C(=C)C)(=O)OCCC[Si](OCC)(OCC)OCC γ-methacryloyloxypropyltriethoxysilane lanthanum-cerium-iron-silicon